hydroxyglucosamine OC1(O)[C@H](N)[C@@H](O)[C@H](O)[C@H](O1)CO